5,6-dimethylpyridine-2-amine CC=1C=CC(=NC1C)N